4-(3-(1-Aminobutan-2-ylidene)azetidin-1-yl)-2-((5-cyclopropylpyrimidin-2-yl)oxy)-6-fluoro-N-methyl-9H-pyrimido[4,5-b]indol-8-amine NCC(CC)=C1CN(C1)C1=NC(=NC=2NC3=C(C=C(C=C3C21)F)NC)OC2=NC=C(C=N2)C2CC2